C(C)OC(=O)C1=C(C(=NN1)C(C=CC1=CC=C(C=C1)OC)=O)C(F)(F)F 3-(3-(4-methoxyphenyl)acryloyl)-4-(trifluoromethyl)-1H-pyrazole-5-carboxylic acid ethyl ester